Tert-butyl 4-(3-(2,4-dioxotetrahydropyrimidin-1(2H)-yl)phenyl)-3,6-dihydropyridine-1(2H)-carboxylate O=C1N(CCC(N1)=O)C=1C=C(C=CC1)C=1CCN(CC1)C(=O)OC(C)(C)C